9-pentyl-2-(propylthio)-9H-purin-6-amine C(CCCC)N1C2=NC(=NC(=C2N=C1)N)SCCC